CC=1C=NN2C1C(N(CC2)C2=C(C=C(C=C2)C2=NC1=CC=C(C=C1C=C2)C(F)(F)F)C)=O 3-methyl-5-(2-methyl-4-(6-(trifluoromethyl)quinolin-2-yl)phenyl)-6,7-dihydropyrazolo[1,5-a]pyrazin-4(5H)-one